(2-(3-((4-(methylcarbamoyl)-2H-spiro[benzofuran-3,1'-cyclopropane]-7-yl)amino)prop-1-yn-1-yl)-1-(2,2,2-trifluoroethyl)-1H-indol-4-yl)aminopiperidine-1-carboxylate CNC(=O)C1=CC=C(C2=C1C1(CC1)CO2)NCC#CC=2N(C1=CC=CC(=C1C2)NC2N(CCCC2)C(=O)[O-])CC(F)(F)F